octadecanoic acid, ethyl ester C(CCCCCCCCCCCCCCCCC)(=O)OCC